[F-].C[NH+]1CC(CCC1)CC 1-Methyl-3-ethylpiperidinium fluorid